C(#N)CCOP(N(C(C)C)C(C)C)N(C(C)C)C(C)C 2-Cyanoethyl-N,N,N',N'-tetraisopropylphosphorodiamidite